C(C1=CC=CC=C1)(=O)O[C@@](C=O)(O)[C@@](O)([C@](O)([C@H](O)C(O)OC(C1=CC=CC=C1)=O)OC(C1=CC=CC=C1)=O)OC(C1=CC=CC=C1)=O 2,3,4,6-tetrabenzoyloxyglucose